ClC1=C(C(=CC=C1)Cl)C1(CC1)C(=O)O 1-(2,6-dichlorophenyl)cyclopropane-1-carboxylic acid